N-(4-(2,5-difluorophenyl)-6-(5,5-difluorotetrahydro-2H-pyran-2-yl)pyrimidin-5-yl)-3-(3-methyloxetan-3-yl)isoxazole-5-carboxamide FC1=C(C=C(C=C1)F)C1=NC=NC(=C1NC(=O)C1=CC(=NO1)C1(COC1)C)C1OCC(CC1)(F)F